7,8-difluoro-6-nitro-3,4-dihydro-1H-quinolin-2-one FC1=C(C=C2CCC(NC2=C1F)=O)[N+](=O)[O-]